copper(II) ammonium hydroxide [OH-].[NH4+].[Cu+2].[OH-].[OH-]